1,6-dichlorohexyl isocyanate ClC(CCCCCCl)N=C=O